COC1=NC(=NC(=C1C(=O)O)OC)SC 4,6-dimethoxy-2-(methylthio)pyrimidine-5-carboxylic acid